COC(=O)C1=CC=C2C(=N1)C=NN2C Methyl-1H-pyrazolo[4,3-b]Pyridine-5-carboxylic acid methyl ester